7-(4-acryloylhexahydrothieno[3,4-b]pyrazin-1(2H)-yl)-9-chloro-10-(2,4-difluorophenyl)-2,3-dihydro-5H-[1,4]thiazino[2,3,4-ij]quinazolin-5-one C(C=C)(=O)N1C2C(N(CC1)C1=NC(N3C4=C(C(=C(C=C14)Cl)C1=C(C=C(C=C1)F)F)SCC3)=O)CSC2